Imidazo[1,5-a]pyridine-6-carboxylic acid 4-benzenesulfonyl-benzylamide C1(=CC=CC=C1)S(=O)(=O)C1=CC=C(CNC(=O)C=2C=CC=3N(C2)C=NC3)C=C1